(R)-2-((5-fluoro-2-hydroxyphenyl)(1H-indol-2-yl)methyl)-6-(4-(pyridin-4-yl)phenyl)isoindolin-1-one FC=1C=CC(=C(C1)[C@@H](N1C(C2=CC(=CC=C2C1)C1=CC=C(C=C1)C1=CC=NC=C1)=O)C=1NC2=CC=CC=C2C1)O